TRICHLOROETHENE ClC=C(Cl)Cl